ClC1=NC=CC2=C1N(CC=1N2C(N(N1)C)=O)C 6-chloro-2,5-dimethyl-4,5-dihydropyrido[3,4-e][1,2,4]triazolo[4,3-a]pyrazin-1(2H)-one